6-(Benzyloxy)-[1,2,4]triazolo[5,1-a]isoquinoline-5-carboxylic acid C(C1=CC=CC=C1)OC1=C(N2C(C3=CC=CC=C13)=NC=N2)C(=O)O